NC1=C(C=C(C=N1)C1=CC=C(C(=O)N)C=C1)C1=CC=C(C=C1)O 4-[6-amino-5-(4-hydroxyphenyl)-3-pyridyl]benzamide